C1(=CC=CC=C1)C1=NN=C(S1)CNC(=O)C=1N=NN(C1)C1=NC=NC=C1 N-((5-phenyl-1,3,4-thiadiazol-2-yl)methyl)-1-(pyrimidin-4-yl)-1H-1,2,3-triazole-4-carboxamide